NC1=NC2=CC=C(C=C2C(=N1)N)C=1N=NN(C1)C1=C(C=CC(=C1)OC)OC 2,4-diamino-6-(1-(2,5-dimethoxyphenyl)-1H-1,2,3-triazol-4-yl)quinazoline